(3aR,6aS)-5-[[6-(2,4-dimethylpyrazol-3-yl)pyridazin-3-yl]oxymethyl]-2-[(2-fluorophenyl)methyl]-3,3a,4,5,6,6a-hexahydro-1H-cyclopenta[c]pyrrole CN1N=CC(=C1C1=CC=C(N=N1)OCC1C[C@@H]2[C@@H](CN(C2)CC2=C(C=CC=C2)F)C1)C